(S)-6-(3-(4-chlorophenyl)-1,2,4-oxadiazol-5-yl)-2,2-dimethyl-3,4-dihydro-2H-pyrano[2,3-b]pyridin-3-ol ClC1=CC=C(C=C1)C1=NOC(=N1)C=1C=C2C(=NC1)OC([C@H](C2)O)(C)C